3-fluoro-5-(6-fluoro-7-oxo-1-(trifluoromethylsulfanyl)-6,7-dihydro-5H-3-azaindene-4-oxy)benzonitrile FC=1C=C(C#N)C=C(C1)OC1=C2N=CC(=C2C(C(C1)F)=O)SC(F)(F)F